propyleneglycol bis(5-mercaptovalerate) SCCCCC(=O)OCC(C)OC(CCCCS)=O